7-(3-(phenylethynyl)benzyl)-7H-pyrrolo[2,3-h]quinazoline-2,4-diamine C1(=CC=CC=C1)C#CC=1C=C(CN2C=CC=3C2=CC=C2C(=NC(=NC32)N)N)C=CC1